3,5-di-tertiary butyl-4-hydroxyphenyl-propionic acid C(C)(C)(C)C=1C=C(C=C(C1O)C(C)(C)C)C(C(=O)O)C